3-[5-(4-bromophenyl)-1-[4-(trifluoromethyl)-3-pyridyl]pyrrol-2-yl]-N-[2-(dimethylamino)ethyl]benzamide hydrochloride Cl.BrC1=CC=C(C=C1)C1=CC=C(N1C=1C=NC=CC1C(F)(F)F)C=1C=C(C(=O)NCCN(C)C)C=CC1